C(C)(=O)OS.[K] potassium acetyl-sulfenate